4-iodo-1-(2-phenylpropan-2-yl)-1H-pyrazole IC=1C=NN(C1)C(C)(C)C1=CC=CC=C1